2'-thioxo-1,2',3,3',5',6'-hexahydrospiro[indene-2,7'-pyrano[2,3-d]pyrimidin]-4'(1'H)-one S=C1NC(C2=C(N1)OC1(CC2)CC2=CC=CC=C2C1)=O